2,3-DIFLUORO-4-METHYLPHENYLBORONIC ACID FC1=C(C=CC(=C1F)C)B(O)O